CC1=CC=C(COC(C2=C(C=C(C=C2OCC2=CC=C(C=C2)C)OC)OC)=O)C=C1 2,4-dimethoxy-6-[(4-methylbenzyl)oxy]benzoic acid 4-methylbenzyl ester